(1R,2S,5S)-3-((R)-2-hydroxy-3,3-dimethylbutanoyl)-6,6-dimethyl-N-((S)-3-oxo-1-((S)-2-oxopyrrolidin-3-yl)-4-(trifluoromethoxy)butan-2-yl)-3-azabicyclo[3.1.0]hexane-2-carboxamide O[C@@H](C(=O)N1[C@@H]([C@H]2C([C@H]2C1)(C)C)C(=O)N[C@@H](C[C@H]1C(NCC1)=O)C(COC(F)(F)F)=O)C(C)(C)C